3-difluoromethanesulfonylbenzoic acid FC(S(=O)(=O)C=1C=C(C(=O)O)C=CC1)F